(8R,8S)-3-Fluoro-2-hydroxy-8-(trifluoromethyl)-6,7,8,9-tetrahydro-4H-pyrimido[1,2-a]pyrimidin-4-one FC1=C(N=C2N(C1=O)CC[C@@H](N2)C(F)(F)F)O